(3-chloro-4-fluorophenyl)-N-{[2,5-dioxo-4-(1,3-thiazol-2-yl)imidazolidin-4-yl]methyl}-2H-1,2,3-triazole-4-carboxamide ClC=1C=C(C=CC1F)N1N=CC(=N1)C(=O)NCC1(NC(NC1=O)=O)C=1SC=CN1